ClC=1C=C(C=C(C1)C)NC(OC)=O methyl (3-chloro-5-methylphenyl)carbamate